P(OC1=C(C=C(C=C1)C(C)(C)CC)C(C)(C)CC)([O-])[O-] 2,4-di-tert-pentylphenyl phosphite